C(C)C1N(C=C(N1C)C)C 2-ethyl-1,3,4-trimethylimidazole